C(C)(C)(C)C(CCCNC([O-])=O)NC1=C2C(=NC=C1[N+](=O)[O-])C=CS2 (tert-butyl 4-((6-nitrothieno[3,2-b]pyridin-7-yl)amino)butyl)carbamate